C(C)C=1C(NC=2C=C(C=NC2C1)CN1CCN([C@H]2C[C@@H]12)C=1C=CC(=NC1)C(=O)NC)=C=O 5-((1S,6R)-5-((7-ethyl-6-carbonyl-5,6-dihydro-1,5-naphthyridine-3-yl)methyl)-2,5-diazabicyclo[4.1.0]heptan-2-yl)-N-methylpyridinecarboxamide